BrC=1C=C(C=2C=CN(C2C1)C(C1=NC=CC=C1)C1=NC=CC=C1)C(=O)OC methyl 6-bromo-1-(di(pyridin-2-yl) methyl)-1H-indole-4-carboxylate